O=C1NC(CCC1N1C(N(C2=C1C=CC(=C2)C2C(CN(CC2)CC(=O)O)(F)F)C)=O)=O 2-[4-[1-(2,6-dioxo-3-piperidyl)-3-methyl-2-oxo-benzimidazol-5-yl]-3,3-difluoro-1-piperidyl]acetic acid